N1C(OCC2=C1N=CC=C2)=O 1,4-dihydro-2H-pyrido[2,3-d][1,3]oxazin-2-one